2-(4,4-difluoropiperidin-1-yl)-N-isobutyl-6-methoxy-7-(3-(pyrrolidin-1-yl)propoxy)quinazolin-4-amine FC1(CCN(CC1)C1=NC2=CC(=C(C=C2C(=N1)NCC(C)C)OC)OCCCN1CCCC1)F